(2S)-2-amino-N-(4-((R or S)-cyclopropyl((S)-2-oxo-4-(trifluoromethyl)imidazolidin-1-yl)methyl)pyridin-2-yl)-2-(4,4-difluorocyclohexyl)acetamide hydrochloride Cl.N[C@H](C(=O)NC1=NC=CC(=C1)[C@H](N1C(N[C@@H](C1)C(F)(F)F)=O)C1CC1)C1CCC(CC1)(F)F |o1:12|